C(C)(C)(C)OC(=O)N(C(OC(C)(C)C)=O)C[C@@H]1C[C@H](C1)N1N=C(C(=C1)NC1=CC=CC=C1)C1CC1 tert-butyl (tert-butoxycarbonyl)((trans-3-(3-cyclopropyl-4-(phenylamino)-1H-pyrazol-1-yl)cyclobutyl)methyl)carbamate